C(C)C1=NC(=NO1)C=1C=C2CC[C@H](C2=CC1)NC(=O)C1=NOC(=C1)C (R)-N-(5-(5-ethyl-1,2,4-oxadiazol-3-yl)-2,3-dihydro-1H-inden-1-yl)-5-methylisoxazole-3-carboxamide